n-octadecyl 4-hydroxyhydrocinnamate OC1=CC=C(CCC(=O)OCCCCCCCCCCCCCCCCCC)C=C1